[3-(triethoxysilyl)propyl]trimethylammonium chloride [Cl-].C(C)O[Si](CCC[N+](C)(C)C)(OCC)OCC